2-((5-methyl-3-(6-methylpyridin-3-yl)isoxazol-4-yl)methyl)-5-(2-(trifluoromethyl)pyridin-4-yl)pyridazin-3(2H)-one CC1=C(C(=NO1)C=1C=NC(=CC1)C)CN1N=CC(=CC1=O)C1=CC(=NC=C1)C(F)(F)F